methyl-15-(3,3,3-trifluoropropyl)-11,12,15,16,17,18,19,20-octahydro-6,22-(azeno)-7,10-epoxyimidazo[2,1-c][1,4,8,12,14]oxatetraazacycloicosin-13(14H)-one CC=1N=C2C=3OCCCCCC(NC(NCC4=CN=C(C(=CN2C1)N3)O4)=O)CCC(F)(F)F